CN(C)CC1=C(C=CC(=N1)NC=1C=CC(=C2CNC(C12)=O)C1=CN=C2N1C=CC(=C2)F)[C@H]2C[C@@H](CC2)OC 7-((6-((dimethylamino)-methyl)-5-((1R,3R)-3-methoxycyclopentyl)pyridin-2-yl)amino)-4-(7-fluoroimidazo[1,2-a]pyridin-3-yl)isoindolin-1-one